(R)-3-fluoro-4-(((6-(pyrrolidin-3-ylamino)pyridin-2-yl)oxy)methyl)benzonitrile FC=1C=C(C#N)C=CC1COC1=NC(=CC=C1)N[C@H]1CNCC1